dihydropyrrolo[2,1-a]isoquinolin C1CCN2C1=C1C=CC=CC1=CC2